C(C)C(C(=O)O)(CC)NC(NC1=CC(=CC=C1)F)=O 2-ethyl-2-{[(3-fluorophenyl)carbamoyl]amino}butanoic acid